C(#N)C1=NC2=CC(=CC(=C2N=C1N1CCOCC1)[C@@H](C)NC1=C(C(=O)O)C=CC=C1)C (R)-2-((1-(2-cyano-7-methyl-3-morpholinoquinoxalin-5-yl)ethyl)amino)benzoic acid